4-(1-((5-methoxy-7-methyl-1H-indol-4-yl)methyl)-4-(2,2,2-trifluoroethyl)piperazin-2-yl)-2-methylbenzoic acid COC=1C(=C2C=CNC2=C(C1)C)CN1C(CN(CC1)CC(F)(F)F)C1=CC(=C(C(=O)O)C=C1)C